O[C@@H]1[C@H](CCC12CCN(CC2)C(=O)OC(C)(C)C)[C@@H]2N1C(C3=CC=CC=C23)=CN=C1 tert-butyl (1R,2R)-1-hydroxy-2-((S)-5H-imidazo[5,1-a]isoindol-5-yl)-8-azaspiro[4.5]decane-8-carboxylate